C(C1=CC=CC=C1)OC1=C(N)C=CC(=C1)OC 2-(benzyloxy)-4-methoxyaniline